3-(3,5-dichloro-4-methoxybenzoylamino)-1-methyl-N-(2-(trifluoromethyl)benzyl)-1H-pyrazole-4-carboxamide ClC=1C=C(C(=O)NC2=NN(C=C2C(=O)NCC2=C(C=CC=C2)C(F)(F)F)C)C=C(C1OC)Cl